2-ethyl-2-butylpropanediol dimethacrylate C(C(=C)C)(=O)OC(C(C)(CCCC)CC)OC(C(=C)C)=O